CC1=C(C=CC=C1)C=1O[C@@H]([C@]([C@@](C1)(O)OCC1=CC=CC=C1)(O)OCC1=CC=CC=C1)C(O)OCC1=CC=CC=C1 1-o-methylphenyl-3,4,6-tribenzyloxy-D-glucal